C1(CC1)C1=NC=NC(=C1C1=NC(=C2NC=NC2=N1)NCC1=CC(=C(C(=C1)F)C=1N(C=C(N1)C(F)(F)F)C(C)C)F)OC 2-(4-cyclopropyl-6-methoxypyrimidin-5-yl)-N-(3,5-difluoro-4-(1-isopropyl-4-(trifluoromethyl)-1H-imidazol-2-yl)benzyl)-7H-purin-6-amine